iron-nickel-copper-cobalt-tin [Sn].[Co].[Cu].[Ni].[Fe]